methyl (R)-1-(4-(azetidin-3-yl)benzyl)pyrrolidine-3-carboxylate N1CC(C1)C1=CC=C(CN2C[C@@H](CC2)C(=O)OC)C=C1